COC1=C(C=C2C(=CC(=NC2=C1)C)N[C@H](C)C1=CC(=CC(=C1)C(F)(F)F)[N+](=O)[O-])O[C@@H]1COCC1 7-methoxy-2-methyl-N-((R)-1-(3-nitro-5-(trifluoromethyl)phenyl)ethyl)-6-(((S)-tetrahydrofuran-3-yl)oxy)quinolin-4-amine